COC([C@H]1N(CCC1)C(=O)C=C)=O N-acryl-proline methyl ester